Methyl 4-((6-(((1,3-dioxoisoindolin-2-yl)oxy)methyl)-2-phenylimidazo[1,2-a]pyridin-3-yl)amino)benzoate O=C1N(C(C2=CC=CC=C12)=O)OCC=1C=CC=2N(C1)C(=C(N2)C2=CC=CC=C2)NC2=CC=C(C(=O)OC)C=C2